((2-(cyclopropoxymethyl)-3'-ethoxy-2'-methyl-[1,1'-biphenyl]-4-yl)amino)tetrahydro-2H-pyran-4-carboxylic acid C1(CC1)OCC1=C(C=CC(=C1)NC1OCCC(C1)C(=O)O)C1=C(C(=CC=C1)OCC)C